α-D-mannopyranosyl azide [C@H]1([C@@H](O)[C@@H](O)[C@H](O)[C@H](O1)CO)N=[N+]=[N-]